n-tetradecenol C(=CCCCCCCCCCCCC)O